6-(2,6-Dimethylphenyl)-1-(2-pyrrolidin-1-ylethyl)-3H-imidazo[4,5-b]pyridin CC1=C(C(=CC=C1)C)C=1C=C2C(=NC1)NCN2CCN2CCCC2